NC1=CC=C(C=C1)S(=O)(=O)N(C(OC(C)(C)C)=O)C(C)C tert-butyl ((4-aminophenyl)sulfonyl)(isopropyl)carbamate